N-(benzylidene)-4-fluoroaniline C(C1=CC=CC=C1)=NC1=CC=C(C=C1)F